CON(C(=O)C1CCNCC1)C N-methoxy-N-methylpiperidine-4-carboxamide